6-((1s,4s)-4-(1-ethyl-3-(6-(trifluoromethyl)pyridin-3-yl)-1H-1,2,4-triazol-5-yl)cyclohexyl)-2-thia-6-azaspiro[3.4]octane 2,2-dioxide C(C)N1N=C(N=C1C1CCC(CC1)N1CC2(CS(C2)(=O)=O)CC1)C=1C=NC(=CC1)C(F)(F)F